C(C)(C)(C)OC(=O)N1CC(NCC1)COC1=C2C(NC(N(C2=CC(=C1)Br)C1=C(C=CC=C1)C(C)C)=O)=O 3-(((7-bromo-1-(2-isopropylphenyl)-2,4-dioxo-1,2,3,4-tetrahydroquinazolin-5-yl)oxy)methyl)piperazine-1-carboxylic acid tert-butyl ester